OC(=O)C1(C2C=CC(C1)C2)CC(=O)OCC 2-hydroxycarbonyl-2-ethoxycarbonylmethylbicyclo[2.2.1]Hept-5-ene